BrC(CO)CBr 2,3-dibromo-1-propanol